chloro-8-((1S,2S)-2-(1-(difluoromethyl)-1H-pyrazol-3-yl)cyclopropyl)imidazo[1,2-b]pyridazine ClC=1N=C2N(N=CC=C2[C@@H]2[C@H](C2)C2=NN(C=C2)C(F)F)C1